(R)-1-(2-chloro-5-fluoropyridin-3-yl)ethyl (4-(5-((3-ethynylbicyclo-[1.1.1]pentan-1-yl)carbamoyl)-pyridin-2-yl)-1-methyl-1H-1,2,3-triazol-5-yl)-carbamate C(#C)C12CC(C1)(C2)NC(=O)C=2C=CC(=NC2)C=2N=NN(C2NC(O[C@H](C)C=2C(=NC=C(C2)F)Cl)=O)C